ClC=1C=NC=C(C1[C@@H](C)OC=1C=C2C(=NN(C2=CC1)C1OCCCC1)C1=CC=C(N=N1)N1CC(C1)(N)CC1=NN(C=C1)C)Cl 1-[6-[5-[(1R)-1-(3,5-dichloro-4-pyridyl)ethoxy]-1-tetrahydropyran-2-yl-indazol-3-yl]pyridazin-3-yl]-3-[(1-methylpyrazol-3-yl)methyl]azetidin-3-amine